NC1=NC=CC=C1C1=NC=2C(=NC(=CC2)C2=NC=CC=C2OC)N1C1=CC=C(C=C1)CO (4-(2-(2-Aminopyridin-3-yl)-5-(3-methoxypyridin-2-yl)-3H-imidazo[4,5-b]pyridin-3-yl)phenyl)methanol